3-(oxiran-2-ylmethyl)-1,3-dihydro-2H-benzo[d]imidazol-2-one O1C(C1)CN1C(NC2=C1C=CC=C2)=O